1-(1,3-Dioxolan-2-yl)-4-fluoro-4-methylpentan-3-one O1C(OCC1)CCC(C(C)(C)F)=O